BrC1=CC=C(C=C1)N1C2=C(C(=C(C1=O)C1=CC=C(C=C1)[N+](=O)[O-])C1=C(C=CC=C1)O)CN(C2=O)C2=CC=C(C=C2)Cl 1-(4-bromophenyl)-6-(4-chlorophenyl)-4-(2-hydroxyphenyl)-3-(4-nitrophenyl)-5,6-dihydro-1H-pyrrolo[3,4-b]pyridine-2,7-dione